methyl (S)-2-amino-3-(8-(5-methyl-3-(trifluoromethyl)pyridin-2-yl) imidazo[1,2-a]pyridin-5-yl)propanoate hydrochloride Cl.N[C@H](C(=O)OC)CC1=CC=C(C=2N1C=CN2)C2=NC=C(C=C2C(F)(F)F)C